NCC(CN1N=NN(C1=O)CC1=CC=C(S1)C=1C=CC(N(C1)CC)=O)=C(F)F 5-[5-[[4-[2-(aminomethyl)-3,3-difluoro-allyl]-5-oxo-tetrazol-1-yl]methyl]-2-thienyl]-1-ethyl-pyridin-2-one